C(C1=CC=CC=C1)C(C(=O)O)(C(=O)O)OC[C@H]1O[C@H]([C@@H]([C@@]1(O)C#C)O)N1C2=NC(=NC(=C2N=C1)N1CC(C1)CO)Cl 2-benzyl-2-(((2R,3S,4R,5R)-5-(2-chloro-6-(3-(hydroxymethyl)azetidin-1-yl)-9H-purin-9-yl)-3-ethynyl-3,4-dihydroxytetrahydrofuran-2-yl)methoxy)malonic acid